ethyl 2-amino-2-(hydroxyimino)acetate NC(C(=O)OCC)=NO